4-(1-(2-Chloro-3-fluoro-4-((methylamino)methyl)phenyl)-1H-imidazol-4-yl)-N-(1-(methylsulfonyl)piperidin-4-yl)-5-(trifluoromethyl)pyrimidin-2-amine ClC1=C(C=CC(=C1F)CNC)N1C=NC(=C1)C1=NC(=NC=C1C(F)(F)F)NC1CCN(CC1)S(=O)(=O)C